NC1(CCCCC1)C#CC=1C=C2CCN3C(C2=CC1)=CC(=NC3=O)OCC3OC=1C(=NC=CC1)OC3 9-(1-Amino-cyclohexylethynyl)-2-(2,3-dihydro-[1,4]dioxino[2,3-b]pyridin-2-ylmethoxy)-6,7-dihydro-pyrimido[6,1-a]isoquinolin-4-one